3-(N-trifluoroacetylamino)thiophene FC(C(=O)NC1=CSC=C1)(F)F